CN1C(OC2=C1C=C(C=C2)N2N=CC(=C2)CN2C(O[C@@H](C2)C=2C(=C1COC(C1=CC2)=O)C)=O)=O (R)-3-methyl-5-(4-((5-(4-methyl-1-oxo-1,3-dihydroisobenzofuran-5-yl)-2-oxo-oxazolidin-3-yl)methyl)-1H-pyrazol-1-yl)benzo[d]oxazol-2(3H)-one